6-{8-[(2-cyano-2-methylideneethyl)amino]-7-methoxynaphthalen-2-yl}-3-fluoropyridine-2-carboxamide C(#N)C(CNC=1C(=CC=C2C=CC(=CC12)C1=CC=C(C(=N1)C(=O)N)F)OC)=C